1-((2S)-4-(5-(2H,6'H,8'H-spiro[benzofuran-3,9'-pyrido[3',2':4,5]imidazo[2,1-c][1,4]oxazin]-2'-yl)pyrimidin-2-yl)-2-methylpiperazin-1-yl)-2-hydroxyethan-1-one N1=C(C=CC=2N=C3COCC4(N3C21)COC2=C4C=CC=C2)C=2C=NC(=NC2)N2C[C@@H](N(CC2)C(CO)=O)C